OCCN1N=CC(=C1)NC1=NC=C2C(=N1)N(C(N(C2)C2CNC1=CC=CC=C21)=O)C 7-[[1-(2-hydroxyethyl)pyrazol-4-yl]amino]-3-indolin-3-yl-1-methyl-4H-pyrimido[4,5-d]pyrimidin-2-one